NC1CCC(CC1)(CCCO)NC(OCC1=CC=CC=C1)=O Benzyl N-[4-amino-1-(3-hydroxypropyl)cyclohexyl]carbamate